C(C)N1CCOC2(C1)CN(CCOC2)C(=O)OC(C)(C)C tert-butyl 4-ethyl-1,11-dioxa-4,8-diazaspiro[5.6]dodecane-8-carboxylate